[I-].[Ta+5].[I-].[I-].[I-].[I-] tantalum(V) iodide